C(C)(C)OC=1C(=CC=2C(N1)=NN(C2)C2COCCC2)C(=O)OC methyl 6-isopropoxy-2-(tetrahydro-2H-pyran-3-yl)-2H-pyrazolo[3,4-b]pyridine-5-carboxylate